4-(6-(6-fluoro-2-methylquinazolin-4-yl)-5,6,7,8-tetrahydro-1,6-naphthyridin-3-yl)-2-(pyridin-3-yl)morpholine FC=1C=C2C(=NC(=NC2=CC1)C)N1CC=2C=C(C=NC2CC1)N1CC(OCC1)C=1C=NC=CC1